2-(4-carboxyphenyl)-6-hydroxy-3-iodo-1-methyl-1H-indole-5-carboxylic acid C(=O)(O)C1=CC=C(C=C1)C=1N(C2=CC(=C(C=C2C1I)C(=O)O)O)C